O(C1=CC=CC=C1)C1=CC=C(C=C1)N1CCN(CC1)C(=O)N1C[C@@H]2[C@@H](OCC(N2)=O)CC1 (4aR,8aS)-6-[4-(4-phenoxyphenyl)piperazine-1-carbonyl]-4,4a,5,7,8,8a-hexahydropyrido[4,3-b][1,4]oxazin-3-one